FC=1C=C(C=CC1F)N1C(NC(C1(C)C)=O)=O 1-(3,4-difluorophenyl)-5,5-dimethylimidazolidine-2,4-dione